[N+](=[N-])=CC(=O)O.O(C1=CC=CC=C1)C=C phenoxyethylene diazoacetate